(S)-2-(2,5-difluoro-4-(6-((4-methoxy-6-(methylcarbamoyl)pyridin-3-yl)methoxy)pyridin-2-yl)benzyl)-1-(oxetan-2-ylmethyl)-1H-benzo[d]imidazole-6-carboxylic acid FC1=C(CC2=NC3=C(N2C[C@H]2OCC2)C=C(C=C3)C(=O)O)C=C(C(=C1)C1=NC(=CC=C1)OCC=1C=NC(=CC1OC)C(NC)=O)F